OCC(COC(C(=C)C)=O)(CC)COP(=O)(O)O [2-(hydroxymethyl)-2-(phosphonooxymethyl)butyl]-2-methylprop-2-enoate